4-(bromomethyl)-N-[5-[(3,5-difluorophenyl)methyl]-1H-indazol-3-yl]benzamide BrCC1=CC=C(C(=O)NC2=NNC3=CC=C(C=C23)CC2=CC(=CC(=C2)F)F)C=C1